C[C@@H]1CNC2=C(O1)N=CC(=C2C)C=2C(=C(C=1C=NC(=NC1C2)NC2=C(C=C(C=C2)CS(=O)(=O)CC)F)N)F |o1:1| (R or S)-7-(3,8-dimethyl-2,3-dihydro-1H-pyrido[2,3-b][1,4]oxazin-7-yl)-N2-(4-((ethylsulfonyl)methyl)-2-fluorophenyl)-6-fluoroquinazoline-2,5-diamine